4-hydroxy-2,2,6,6-tetramethylpiperidinooxide OC1CC(N(C(C1)(C)C)ON1C(CC(CC1(C)C)O)(C)C)(C)C